5-methyl-2-(piperidin-1-yl)-1-(m-tolyl)-1H-pyrrole-3-carboxylic acid methyl ester COC(=O)C1=C(N(C(=C1)C)C=1C=C(C=CC1)C)N1CCCCC1